O1C=NC2=C1C(=CC=C2)C=2C=C1C(=C(C=NC1=CC2)S(N)(=O)=O)NC2=C(C(=O)O)C=CC=C2 2-[[6-(1,3-benzoxazol-7-yl)-3-sulfamoyl-4-quinolyl]amino]benzoic acid